[Na+].S(=O)(=O)([O-])C(C(=O)OCCCCCCCCCCCCCCCCCCCCCCC)CC(=O)OCCCCCCCCCCCCCCCCCCCCCCC Ditricosyl sulfosuccinate sodium salt